CNC(C([C@@H](C[C@@H]1C(N[C@@H](C1)C)=O)C=1C(=C(C(=O)N)C=CC1)NC(CCC(F)(F)F)=O)=O)=O ((1S)-3-(methylamino)-1-[[(3S,5R)-5-methyl-2-oxo-pyrrolidin-3-yl]methyl]-2,3-dioxo-propyl)-2-(4,4,4-trifluorobutanoylamino)benzamide